The molecule is an alpha,beta-unsaturated monocarboxylic acid that is nona-2,4-dienoic acid carrying hydroxy and oxo substituents at positions 2 and 6 respectively. It has a role as a bacterial xenobiotic metabolite. It is a 6-oxo monocarboxylic acid, a 2-hydroxy monocarboxylic acid and an alpha,beta-unsaturated monocarboxylic acid. It is a conjugate acid of a 2-hydroxy-6-oxo-nona-2,4-dienoate. CCCC(=O)/C=C/C=C(/C(=O)O)\\O